[Si](C)(C)(C(C)(C)C)OC1CN(C1)C1=CC=C(C(=N1)N)[N+](=O)[O-] 6-[3-[tert-butyl(dimethyl)silyl]oxyazetidin-1-yl]-3-nitro-pyridin-2-amine